tert-butyl (2S)-2-(hydroxymethyl)-1,4-oxazepane-4-carboxylate OC[C@H]1OCCCN(C1)C(=O)OC(C)(C)C